ClC=1C2=C(N=CN1)N(C=C2I)C2CCC1(OCCO1)CC2 4-Chloro-5-iodo-7-(1,4-dioxaspiro[4.5]dec-8-yl)-7H-pyrrolo[2,3-d]pyrimidine